bis(tert-butyloxycarbonyl)-2-nitro-4-(8-oxa-2-azaspiro[4.5]decan-2-yl)aniline C(C)(C)(C)OC(=O)N(C1=C(C=C(C=C1)N1CC2(CC1)CCOCC2)[N+](=O)[O-])C(=O)OC(C)(C)C